9-[4-(5-cyano-2-pyridyl)-2-ethyl-6-methyl-phenyl]-8,10-dioxo-3-azaspiro[5.5]undecane-3-carboxylic acid tert-butyl ester C(C)(C)(C)OC(=O)N1CCC2(CC1)CC(C(C(C2)=O)C2=C(C=C(C=C2C)C2=NC=C(C=C2)C#N)CC)=O